CC1([C@@H](N2[C@H](S1)[C@@H](C2=O)N=CN3CCCCCC3)C(=O)OCOC(=O)C(C)(C)C)C The molecule is a penicillanic acid ester that is the [(2,2-dimethylpropanoyl)oxy]methyl ester and prodrug of mecillinam. It has a role as an antiinfective agent, an antibacterial drug and a prodrug. It is a penicillanic acid ester, a penicillin and a pivaloyloxymethyl ester. It derives from a mecillinam.